C(C)(C)(C)OC(=O)N1CCC(=CC1)C1=NC=C(C=N1)C(C1=CC(=C(C=C1)F)F)=O 4-(5-(3,4-difluorobenzoyl)pyrimidin-2-yl)-3,6-dihydropyridine-1(2H)-carboxylic acid tert-butyl ester